N-[(3-methyloxetan-3-yl)methyl]benzamide CC1(COC1)CNC(C1=CC=CC=C1)=O